N-γ-glutamyl-S-(1-propenyl)cysteine N[C@@H](CCC(=O)N[C@@H](CSC=CC)C(=O)O)C(=O)O